ClC=1C=CC(=C(C(=O)O)C1)NC1=C(C=NC2=CC=C(C=C12)Cl)C1COCC1 5-chloro-2-[(6-chloro-3-tetrahydrofuran-3-yl-4-quinolyl)amino]benzoic acid